(2S,5R)-N-(2-(2,4-difluorophenyl)propan-2-yl)-5-(hydroxymethyl)morpholine-2-carboxamide trifluoroacetate FC(C(=O)O)(F)F.FC1=C(C=CC(=C1)F)C(C)(C)NC(=O)[C@@H]1CN[C@@H](CO1)CO